oxygen nitrogen phosphane P.[N].[O]